BrC1=CC=C(C=C1)[C@H](C(=O)N[C@H](C)C1=CC=CC=C1)CC (2R)-2-(4-Bromophenyl)-N-[(1R)-1-phenylethyl]butanamide